C(C)(C)(C)C1=CC(=NN1C)NC(=O)C=1C=CC(=C(C1)[C@H]1CN(CC1)C1=CC(=NC=C1)C(=O)N)C (S)-4-(3-(5-((5-(tert-butyl)-1-methyl-1H-pyrazol-3-yl)carbamoyl)-2-methylphenyl)pyrrolidin-1-yl)pyridineamide